C(CCCCCCCCCCCC)OC(CCCCCCCC(=O)OCCCCCCCCCCCCC)=O.FC1=CC2=C(C=C(O2)C=2OC=CN2)C=C1 2-(6-fluorobenzofuran-2-yl)oxazole di(tridecyl)azelate